6-(4-amino-2,6-dichlorophenoxy)-5-isopropylpyridazin-3(2H)-one NC1=CC(=C(OC=2C(=CC(NN2)=O)C(C)C)C(=C1)Cl)Cl